ClC=1C(=NC=C(C(=O)N(C)C(C)C2=NNC(C3=CC(=C(C=C23)F)F)=O)C1)C(F)(F)F 5-chloro-N-(1-(6,7-difluoro-4-oxo-3,4-dihydrophthalazin-1-yl)ethyl)-N-methyl-6-(trifluoromethyl)nicotinamide